C(CCCCCCCC\C=C/CCCCCC)NCCCN N-[(10Z)-heptadec-10-en-1-yl]propane-1,3-diamine